2-(2-((5-(3-(aminomethyl)phenyl)benzofuran-3-yl)methoxy)-4-(cyclopropylmethyl)phenyl)acetic acid NCC=1C=C(C=CC1)C=1C=CC2=C(C(=CO2)COC2=C(C=CC(=C2)CC2CC2)CC(=O)O)C1